N-(2-{[2-(2-methoxyphenyl)ethyl]carbamoyl}thiophen-3-yl)pyridine-4-carboxamide COC1=C(C=CC=C1)CCNC(=O)C=1SC=CC1NC(=O)C1=CC=NC=C1